FC1=C(C=CC=C1)C(=O)N1CCC(CC1)CCCCNC(=O)C1=CC=2C=NC=CC2N1 N-(4-{1-[(2-fluorophenyl)carbonyl]piperidin-4-yl}butyl)-1H-pyrrolo[3,2-c]pyridine-2-carboxamide